methyl-N,N-diethylethylenediamine CNCCN(CC)CC